C(CC)C1(C(=C(C1)C1=C(C=CC=C1)NC(C)=O)C1=CC=CC=C1)C N-(2-(3-propyl-3-methyl-2-phenylcyclobut-1-enyl)phenyl)acetamide